4-(1,3-dihydro-1-oxo-2H-isoindol-2-yl)styrene O=C1N(CC2=CC=CC=C12)C1=CC=C(C=C)C=C1